triacryl-heptadecafluorononenyl-pentaerythritol C(=O)(C=C)C(C(C(O)C(=C(C(C(C(C(C(C(C(F)(F)F)(F)F)(F)F)(F)F)(F)F)(F)F)(F)F)F)F)(C(O)C(=O)C=C)C(O)C(=O)C=C)O